2-benzyl-N-(8-fluoro-4-methyl-3-quinolyl)-2,4-dimethyl-pentan-amide C(C1=CC=CC=C1)C(C(=O)NC=1C=NC2=C(C=CC=C2C1C)F)(CC(C)C)C